2-(tert-butyl) 3-methyl (2S,3R)-1-((S)-tert-butylsulfinyl)aziridine-2,3-dicarboxylate C(C)(C)(C)[S@](=O)N1[C@@H]([C@@H]1C(=O)OC)C(=O)OC(C)(C)C